2-Cyclopentyl-N-(4'-methyl-5-morpholin-4-yl-3-trifluoromethyl-biphenyl-2-yl)-acetamide C1(CCCC1)CC(=O)NC1=C(C=C(C=C1C(F)(F)F)N1CCOCC1)C1=CC=C(C=C1)C